9-((4-((1R,4R)-4-(4-(((R)-1-(3-amino-5-(trifluoromethyl)phenyl)ethyl)amino)-7-Methoxy-2-methylquinazolin-6-yl)cyclohexane-1-carbonyl)piperazin-1-yl)methyl)-3-azaspiro[5.5]undecan NC=1C=C(C=C(C1)C(F)(F)F)[C@@H](C)NC1=NC(=NC2=CC(=C(C=C12)C1CCC(CC1)C(=O)N1CCN(CC1)CC1CCC2(CCNCC2)CC1)OC)C